2,6-dimethyl-4-(4,4,5,5-tetramethyl-1,3,2-dioxaborolan-2-yl)benzoate CC1=C(C(=O)[O-])C(=CC(=C1)B1OC(C(O1)(C)C)(C)C)C